(6S,7S)-6-((2-fluoro-[1,1'-biphenyl]-3-yl)methyl)-N,N-bis(methyl-d3)-7-(methylsulfonamido)-5-azaspiro[2.4]heptane-5-carboxamide FC1=C(C=CC=C1C[C@@H]1N(CC2(CC2)[C@@H]1NS(=O)(=O)C)C(=O)N(C([2H])([2H])[2H])C([2H])([2H])[2H])C1=CC=CC=C1